3-Bromo-6-(2-fluoro-5-(trifluoromethoxy)benzyl)-6,7,8,9-tetrahydro-5H-pyrido[3,2-c]azepin-5-one BrC1=CC=2C(N(CCCC2N=C1)CC1=C(C=CC(=C1)OC(F)(F)F)F)=O